COC=1C=C(C=CC1OC)NC1=NC=C(C(=N1)NC1=CC=CC=C1)C(=O)N 2-(3,4-dimethoxyphenylamino)-4-(phenylamino)pyrimidine-5-carboxamide